2-methyl-N-(5-(5-(2-methylpyridin-4-ylamino)-1H-benzo[d]imidazol-2-yl)pyridin-2-yl)-6-morpholinylquinolin-4-amine CC1=NC2=CC=C(C=C2C(=C1)NC1=NC=C(C=C1)C1=NC2=C(N1)C=CC(=C2)NC2=CC(=NC=C2)C)N2CCOCC2